1-(5-fluoro-1-tosyl-1H-indol-2-yl)-3-methylbutan-1-ol FC=1C=C2C=C(N(C2=CC1)S(=O)(=O)C1=CC=C(C)C=C1)C(CC(C)C)O